C(C)(=O)N[C@@H](CC(C)C)C(=O)[O-] acetylleucinat